C(C)(C)(C)N(C(O)=O)CC1=C(C=C(C=C1)C=1C=2N(C=C(N1)Cl)N=CC2)C.ClC=2C=1N(C=C(N2)Cl)N=CC1 4,6-dichloropyrazolo[1,5-a]pyrazine tert-butyl-(4-(6-chloropyrazolo[1,5-a]pyrazin-4-yl)-2-methylbenzyl)carbamate